C1OCC2=C1C=CC(=C2)NC=2N=CC1=C(N2)CN(CC1)C1=C(C2=C(OCCN2)N=C1)C N-(1,3-dihydro-2-benzofuran-5-yl)-7-{8-methyl-1H,2H,3H-pyrido[2,3-b][1,4]oxazin-7-yl}-5H,6H,7H,8H-pyrido[3,4-d]pyrimidin-2-amine